6-chloro-4-(trifluoromethyl)-2,3-dihydro-1-benzofuran-7-amine ClC1=C(C2=C(CCO2)C(=C1)C(F)(F)F)N